[Cl-].C[N+](CCC[Si](OCC)(OCC)OCC)(CCCCCCCCCCCC)C dimethyl-dodecyl-[3-(triethoxysilyl)propyl]ammonium chloride